C1(CC1)CN1C(=NC2=C1C(=CC=C2)F)NC(CC2=CC(=C(OC1=NC=CC=C1C(=O)N)C=C2)F)=O 2-(4-(2-((1-(cyclopropylmethyl)-7-fluoro-1H-benzo[d]imidazol-2-yl)amino)-2-oxoethyl)-2-fluorophenoxy)pyridine-3-carboxamide